N-(3-amino-5-chlorophenyl)methanesulfonamide NC=1C=C(C=C(C1)Cl)NS(=O)(=O)C